COC(C1=C(C=NC=C1)\C=C(/C)\C1=CC=C(C=C1)OC)=O (E)-3-(2-(4-methoxyphenyl)prop-1-en-1-yl)isonicotinic acid methyl ester